ClC=1C(=NC(=NC1)N[C@@H]1C[C@@H](CCC1)C(=O)N)C1=CC(=CC=C1)N1C(C=C(C=C1)F)=O |r| rac-(1R,3S)-3-((5-chloro-4-(3-(4-fluoro-2-oxopyridin-1(2H)-yl)phenyl)pyrimidin-2-yl)amino)cyclohexane-1-carboxamide